3-methyl-2-(pent-2-en-1-yl)cyclopent-2-enone CC1=C(C(CC1)=O)CC=CCC